cis-N1-(5-(3-(2,2-difluoroethyl)-2-methyl-3H-imidazo[4,5-b]pyridin-5-yl)pyrrolo[2,1-f][1,2,4]triazin-2-yl)-N4-methylcyclohexane-1,4-diamine FC(CN1C(=NC=2C1=NC(=CC2)C=2C=CN1N=C(N=CC12)N[C@@H]1CC[C@@H](CC1)NC)C)F